tert-butyl N-[8-[5-(1-cyano-1-methyl-ethyl)-1,3,4-oxadiazol-2-yl]-1-[[4-[5-(1,1-difluoroethyl)-2-pyridyl]phenyl]methyl]-5,5,7-trifluoro-2-oxo-3,4-dihydro-1-benzazepin-3-yl]carbamate C(#N)C(C)(C)C1=NN=C(O1)C1=CC2=C(C(CC(C(N2CC2=CC=C(C=C2)C2=NC=C(C=C2)C(C)(F)F)=O)NC(OC(C)(C)C)=O)(F)F)C=C1F